FC1=C2CC[C@@]3(CCC=4C(=NC(=NC4C3)OC[C@H]3N(CCC3)C)N3C[C@@H](N(CC3)C(C(=C)F)=O)CC#N)CC2=CC=C1 2-((S)-4-((S)-5-fluoro-2'-(((S)-1-methylpyrrolidin-2-yl)methoxy)-3,4,5',8'-tetrahydro-1H,6'H-spiro[naphthalene-2,7'-quinazolin]-4'-yl)-1-(2-fluoroacryloyl)piperazin-2-yl)acetonitrile